C(C)NC(NCC)[SiH2]C1CCCCC1 bis(ethylamino)methyl-cyclohexylsilane